1-(4-methyltetrahydro-2H-pyran-4-yl)ethan-1-one CC1(CCOCC1)C(C)=O